4-amino-7-fluoro-N-methyl-N-((3R)-6-(trifluoromethyl)-2,3-dihydro-1-benzofuran-3-yl)-1,3-dihydrofuro[3,4-c]quinoline-8-carboxamide NC1=NC=2C=C(C(=CC2C2=C1COC2)C(=O)N([C@H]2COC1=C2C=CC(=C1)C(F)(F)F)C)F